ClC1=NC(=NC=C1)N1C(C(CC1)(C)C)=O 1-(4-chloropyrimidin-2-yl)-3,3-dimethyl-pyrrolidin-2-one